2-((5-(5-(difluoromethyl)-1,3,4-oxadiazol-2-yl)pyridin-2-yl)methyl)-7-(furan-3-yl)-4,4-dimethylisoquinoline-1,3(2H,4H)-dione FC(C1=NN=C(O1)C=1C=CC(=NC1)CN1C(C2=CC(=CC=C2C(C1=O)(C)C)C1=COC=C1)=O)F